NC1=NNC2=C(C=C(C=C12)C1=C2C(=NC=C1)NC=C2)C#CCCCCC(=O)O 7-(3-amino-5-(1H-pyrrolo[2,3-b]pyridin-4-yl)-1H-indazol-7-yl)hept-6-ynoic acid